FC1(CCC(CC1)(C)CN1N=CC(=C1)C=1C(=NC(=CC1)C)C1=CC=C2C=CC=NC2=C1)F 7-(3-{1-[(4,4-Difluoro-1-methylcyclohexyl)methyl]-1H-pyrazol-4-yl}-6-methylpyridin-2-yl)chinolin